N[C@@H]1C2=C(OC13CCN(CC3)C=3N=CC(=NC3CO)SC3=C(C(=NC=C3)N3CC(C3)C(C)(C)O)Cl)C=CC(=C2)F (R)-2-(1-(4-(5-(3-amino-5-fluoro-3H-spiro[benzofuran-2,4'-piperidin]-1'-yl)-6-(hydroxymethyl)pyrazin-2-ylsulfanyl)-3-chloropyridin-2-yl)azetidin-3-yl)propan-2-ol